N-(2-chloro-3-(3'-chloro-6-methoxy-5-((((5-oxopyrrolidin-2-yl)methyl)amino)methyl)-[2,4'-bipyridin]-2'-yl)phenyl)-5-((3-hydroxypyrrolidin-1-yl)methyl)-4-methoxypicolinamide ClC1=C(C=CC=C1C1=NC=CC(=C1Cl)C1=NC(=C(C=C1)CNCC1NC(CC1)=O)OC)NC(C1=NC=C(C(=C1)OC)CN1CC(CC1)O)=O